5,5-dimethyl-3-(1'-(methylsulfonyl)spiro[cyclobutane-1,3'-indolin]-6'-yl)-1-((2-((tetrahydro-2H-pyran-4-yl)amino)pyridin-4-yl)methyl)imidazolidine-2,4-dione CC1(C(N(C(N1CC1=CC(=NC=C1)NC1CCOCC1)=O)C1=CC=C2C3(CN(C2=C1)S(=O)(=O)C)CCC3)=O)C